2-butyl-1,3-diazaspiro-[4.4]non-1-ene C(CCC)C1=NC2(CN1)CCCC2